CYSTINE C([C@@H](C(=O)O)N)SSC[C@@H](C(=O)O)N